[C@H]12CN(C[C@H](CC1)N2)C2=NC(=NC1=C(C(=C(C=C21)F)C2=CC(=CC1=CC=C(C(=C21)CC)F)O)F)OCC(CC)(C)O 4-(4-((1R,5S)-3,8-diazabicyclo[3.2.1]octan-3-yl)-6,8-difluoro-2-(2-hydroxy-2-methylbutoxy)quinazolin-7-yl)-5-ethyl-6-fluoronaphthalen-2-ol